2-(5-bromo-1H-pyrrolo[2,3-b]pyridin-3-yl)-N-(3-methoxybenzyl)ethan-1-amine BrC=1C=C2C(=NC1)NC=C2CCNCC2=CC(=CC=C2)OC